NC1CC(C1)[C@H](C)NC=1C=C(C=C(C1Cl)Br)C1=NNC(O1)=O 5-[3-({(1S)-1-[(1S,3R)-3-aminocyclobutyl]ethyl}amino)-5-bromo-4-chlorophenyl]-1,3,4-oxadiazol-2(3H)-one